(S)-N-(3-(3-(3-aminoprop-1-yn-1-yl)furan-2-yl)prop-2-yn-1-yl)-2-(4-(4-chlorophenyl)-2,3,9-trimethyl-6H-thieno[3,2-f][1,2,4]triazolo[4,3-a][1,4]diazepin-6-yl)acetamide NCC#CC1=C(OC=C1)C#CCNC(C[C@H]1C=2N(C3=C(C(=N1)C1=CC=C(C=C1)Cl)C(=C(S3)C)C)C(=NN2)C)=O